ClC1=C(C(=O)O)C=CC(=C1)OC1=CC=CC=2C=C(OC21)C(C)C 2-chloro-4-((2-isopropylbenzofuran-7-yl)oxy)benzoic acid